ClC=1C(N(C(=CC1OC([2H])([2H])C1=NC=C(C=C1F)F)C)C1=CC(=NC=C1C)N1N=C(C(=C1)Cl)C(C)(C)O)=O 3-chloro-2'-(4-chloro-3-(2-hydroxypropan-2-yl)-1H-pyrazol-1-yl)-4-((3,5-difluoropyridin-2-yl)methoxy-d2)-5',6-dimethyl-2H-[1,4'-bipyridyl]-2-one